BrC=1C(=C(C=CC1)[C@](C(=O)[O-])(CCCC(CO[Si](C)(C)C(C)(C)C)(C)C)C)F.N[C@@H](CCCC[NH3+])C(=O)O (S)-5-amino-5-carboxypentan-1-aminium (R)-2-(3-bromo-2-fluorophenyl)-7-((tert-butyldimethylsilyl)oxy)-2,6,6-trimethylheptanoate